FC1=CC=C(C=C1)N(C([C@H](CCO)NC(OCC1=CC=CC=C1)=O)=O)C (S)-benzyl 1-((4-fluorophenyl)(methyl)amino)-4-hydroxy-1-oxobutan-2-ylcarbamate